tert-butyl-((4,4-dibromo-2-ethylbut-3-en-1-yl)oxy)diphenylsilane C(C)(C)(C)[Si](C1=CC=CC=C1)(C1=CC=CC=C1)OCC(C=C(Br)Br)CC